N1=CC=C(C=C1)C=CC(=O)O 3-(pyridin-4-yl)acrylic acid